(8-(4-chloro-6-(difluoromethyl)-1,2-dimethyl-1H-benzo[d]imidazol-5-yl)indolizin-3-yl)(3,4,5-trifluorophenyl)methanone ClC1=C(C(=CC=2N(C(=NC21)C)C)C(F)F)C2=CC=CN1C(=CC=C21)C(=O)C2=CC(=C(C(=C2)F)F)F